ClC=1C(=C(C=CC1)NC1=NC=NC2=CC(=C(C=C12)OCC=1C=C2C(N(C(C2=CC1)=O)C1C(NC(CC1)=O)=O)=O)OC)F 5-(((4-((3-chloro-2-fluorophenyl)amino)-7-methoxyquinazolin-6-yl)oxy)methyl)-2-(2,6-dioxopiperidin-3-yl)isoindoline-1,3-dione